COC1=C(C=C2C(=NC=NC2=C1)C=1C(=NN(C1)C1OCCCC1)C1=CC=CC=C1)NC(CC)=O N-(7-methoxy-4-(3-phenyl-1-(tetrahydro-2H-pyran-2-yl)-1H-pyrazol-4-yl)quinazolin-6-yl)propionamide